N-Bocguanidinophenyl-alanine C(=O)(OC(C)(C)C)N([C@@](C)(C(=O)O)NC(=N)N)C1=CC=CC=C1